2-methyl-3-(1-methylpyrazol-4-yl)cyclopropanecarboxylic acid tert-butyl ester C(C)(C)(C)OC(=O)C1C(C1C=1C=NN(C1)C)C